NC1=NC(=C(C=C1C=1C=C2CCNC(C2=CC1)=O)C1=CC(=C(C=C1)OCC1CC1)CN1CCC(CC1)OC)F 6-(2-amino-5-(4-(cyclopropylmethoxy)-3-((4-methoxypiperidin-1-yl)methyl)phenyl)-6-fluoropyridin-3-yl)-3,4-dihydroisoquinolin-1(2H)-one